NC=1C=C(C=CC1)C(O)C1=C(C=CC2=CC=CC=C12)OC (3-amino-phenyl)-(2-methoxy-naphthalen-1-yl)-methanol